C(CCCCCCCCCCCCCCC)(=O)N[C@@H](CSC[C@@H](COC(CCCCCCCCCCCCCCC)=O)OC(CCCCCCCCCCCCCCC)=O)C(=O)O N-palmitoyl-S-[2,3-bis(palmitoyloxy)-(2R,S)-propyl]-(R)-cysteine